(2S,3R,4S,5R)-2-(2-chloro-4-(cyclopentylamino)-5-fluoropyrrolo[2,1-f][1,2,4]triazin-7-yl)-5-(hydroxymethyl)tetrahydrofuran-3,4-diol ClC1=NN2C(C(=N1)NC1CCCC1)=C(C=C2[C@@H]2O[C@@H]([C@H]([C@H]2O)O)CO)F